2-acetamido-N-(2-(3-fluoro-4-(trifluoromethoxy)phenoxy)ethyl)-6-methylisonicotinamide C(C)(=O)NC=1C=C(C(=O)NCCOC2=CC(=C(C=C2)OC(F)(F)F)F)C=C(N1)C